C1CC2CC1C3C2C(CC3)C=O octahydro-4,7-methano-1H-indenecarbaldehyde